NC=1C=CC(=NC1)N1C=CC=2C(=CC=CC12)NC1=CC(=CC=C1)OC 1-(5-aminopyridin-2-yl)-N-(3-methoxyphenyl)-1H-indol-4-amine